3-(5-bromo-1-ethyl-2-(5-((R)-hexahydropyrrolo[1,2-a]pyrazin-2(1H)-yl)-2-((S)-1-methoxyethyl)pyridin-3-yl)-1H-indol-3-yl)-2,2-dimethylpropyl acetate C(C)(=O)OCC(CC1=C(N(C2=CC=C(C=C12)Br)CC)C=1C(=NC=C(C1)N1C[C@@H]2N(CC1)CCC2)[C@H](C)OC)(C)C